bis(3,4-xylyl)amine C1(=CC(=C(C=C1)C)C)NC1=CC(=C(C=C1)C)C